FC=1C=C(C=C(C1F)[N+](=O)[O-])B(O)O 3,4-DIFLUORO-5-NITROPHENYLBORONIC ACID